OCNSC=1SC2=C(N1)C=CC=C2 N-hydroxymethyl-2-benzothiazolesulfenamide